7-chloro-3-(3,5-dimethoxyphenyl)-1-methyl-1,6-naphthyridin-2(1H)-one ClC1=NC=C2C=C(C(N(C2=C1)C)=O)C1=CC(=CC(=C1)OC)OC